CC1(CCN(CC1)C1=NC(=CC(=C1)C(C)(C)NC(OCC1=CC=CC=C1)=O)O[C@H]1[C@@H]2CNC[C@]12C)C |r| benzyl rac-(2-(2-(4,4-dimethylpiperidin-1-yl)-6-(((1R,5S,6S)-1-methyl-3-azabicyclo[3.1.0]hexan-6-yl)oxy)pyridin-4-yl)propan-2-yl)carbamate